4,5-dichloro-2-ethylpyridazin ClC1=CN(NC=C1Cl)CC